secondary octylphenoxyacetic acid C(C)(CCCCCC)C(C(=O)O)OC1=CC=CC=C1